tert-butyl 3-[4-[(4-acetoxy-4-methyl-1-piperidyl)methyl]phenyl]azetidine-1-carboxylate C(C)(=O)OC1(CCN(CC1)CC1=CC=C(C=C1)C1CN(C1)C(=O)OC(C)(C)C)C